acryloyloxyethyl monotetrahydrophthalate C(C1C(C(=O)[O-])CCC=C1)(=O)OCCOC(C=C)=O